C1(CCC1)SC=1C=2N(C=C(C1)C=1C=NN(C1)[C@@H]1CNCCC1)N=CC2C#N 4-cyclobutylsulfanyl-6-[1-[(3S)-3-piperidyl]pyrazol-4-yl]pyrazolo[1,5-a]pyridine-3-carbonitrile